ClC1=CC=C(C(=N1)C(=O)O)N[C@H](C)C1=C2N=C(C(=NC2=CC(=C1)C)C#N)N1CC2(C1)CCC2 (R)-6-chloro-3-((1-(2-cyano-7-methyl-3-(2-azaspiro[3.3]heptan-2-yl)quinoxalin-5-yl)ethyl)amino)picolinic acid